C(C1=CC=CC=C1)N1N=C(N=C1)C(=O)O 1-benzyl-1,2,4-triazole-3-carboxylic acid